CN(C(=S)Cl)C N,N-dimethylcarbamothioic chloride